4-(3-(4-(4-Acetylpiperazin-1-yl)pyrimidin-2-yl)imidazo[1,2-a]pyrazin-6-yl)benzamide C(C)(=O)N1CCN(CC1)C1=NC(=NC=C1)C1=CN=C2N1C=C(N=C2)C2=CC=C(C(=O)N)C=C2